2-(3-cyano-4-(1,1-difluoroethyl)phenyl)acetic acid C(#N)C=1C=C(C=CC1C(C)(F)F)CC(=O)O